(4,4-difluoro-1-piperidinyl)(3-(2-methyl-2H-pyrazolo[3,4-b]pyridin-5-yl)-6-quinoxalinyl)methanone FC1(CCN(CC1)C(=O)C=1C=C2N=C(C=NC2=CC1)C1=CC=2C(N=C1)=NN(C2)C)F